2,4-Bis[(1,1'-biphenyl)-4-yl]-6-[3'-(4,4,5,5-tetramethyl-1,3,2-dioxaborolan-2-yl)Phenyl]-1,3,5-triazine C1(=CC=C(C=C1)C1=NC(=NC(=N1)C1=CC=C(C=C1)C1=CC=CC=C1)C1=CC(=CC=C1)B1OC(C(O1)(C)C)(C)C)C1=CC=CC=C1